ClC1=NC(=CC(=C1)Cl)Cl 2,4,6-trichloropyridin